CCCCC(=O)SCCNC(=O)CCNC(=O)[C@@H](C(C)(C)COP(=O)(O)OP(=O)(O)OC[C@@H]1[C@H]([C@H]([C@@H](O1)N2C=NC3=C(N=CN=C32)N)O)OP(=O)(O)O)O The molecule is a short-chain fatty acyl-CoA that results from the formal condensation of the thiol group of coenzyme A with the carboxy group of pentanoic acid. It derives from a coenzyme A and a valeric acid. It is a conjugate acid of a pentanoyl-CoA(4-).